C(CCCCCCC(=O)O)(=O)O.C(CCCC)(O)O pentane-diol suberate